C(C)N1N=CC(=C1)C1=CC2=C(N(C=N2)C2=CC(=C(C(=O)N(C)CC(C)C)C(=C2)OC)OC)C=C1 4-[5-(1-ethylpyrazol-4-yl)benzimidazol-1-yl]-N-isobutyl-2,6-dimethoxy-N-methyl-benzamide